1-methyl-9-(1-methyl-1H-pyrazol-4-yl)-N-(quinolin-5-yl)-6,7-dihydro-5H-benzo[c][1,2,3]triazolo[1,5-a]azepin-7-amine CC=1N=NN2C1C1=C(C(CC2)NC2=C3C=CC=NC3=CC=C2)C=C(C=C1)C=1C=NN(C1)C